C(C1C(C(=O)[O-])C=CC=C1)(=O)OCC ethyl monohydrophthalate